BrC1=CC(=C(NC2=CC=C(C=C2)C(F)(F)F)C=C1)C=1OC(=NN1)C1CC1 4-bromo-2-(5-cyclopropyl-1,3,4-oxadiazol-2-yl)-N-(4-(trifluoromethyl)phenyl)aniline